propyl altruronate O=C[C@@H](O)[C@H](O)[C@H](O)[C@H](O)C(=O)OCCC